1',2',3',6'-tetrahydro-[2,4'-bipyridine]-5-carboxamide N1=C(C=CC(=C1)C(=O)N)C=1CCNCC1